FC(C=1C=C(C=CC1)N1CCC(CC1)C(=O)N1CCC2N(CCC21)C2CCC(CC2)C2=NC=CC=C2)(F)F 2-[4-(4-{1-[3-(trifluoromethyl)phenyl]piperidine-4-carbonyl}-octahydropyrrolo[3,2-b]pyrrol-1-yl)cyclohexyl]pyridine